3-isobutyramidocyclohexane-1-carboxamide C(C(C)C)(=O)NC1CC(CCC1)C(=O)N